6-Chloro-3-[(1R)-1-[3-cyano-6-methyl-2-(2-methyl-7aH-imidazo[4,5-b]pyridin-6-yl)-4-oxo-chromen-8-yl]ethoxy]pyridine-2-carboxamide ClC1=CC=C(C(=N1)C(=O)N)O[C@H](C)C=1C=C(C=C2C(C(=C(OC12)C1=CC2C(N=C1)=NC(=N2)C)C#N)=O)C